N[C@H]1[C@H](CC2=CC(=CC=C12)N1C(=NC=2C1=NC(=CC2)N2N=CC=C2)C=2C(=NC=CC2)N)F |o1:2| 3-(3-((1R,2S*)-1-amino-2-fluoro-2,3-dihydro-1H-inden-5-yl)-5-(1H-pyrazol-1-yl)-3H-imidazo[4,5-b]pyridin-2-yl)pyridin-2-amine